5-(tert-butyl)-N-(2-(2,2-difluoroethyl)-4-(6-morpholinopyrrolo[2,1-f][1,2,4]triazin-4-yl)benzyl)-1,2,4-oxadiazole-3-carboxamide C(C)(C)(C)C1=NC(=NO1)C(=O)NCC1=C(C=C(C=C1)C1=NC=NN2C1=CC(=C2)N2CCOCC2)CC(F)F